BrC=1C=C(C=C(C1)NS(=O)(=O)C)NC(=O)C=1C=NN(C1)C1=NC=CN=C1 N-(3-bromo-5-(methylsulfonamido)phenyl)-1-(pyrazin-2-yl)-1H-pyrazole-4-carboxamide